ClC1=CC=C(C=C1)[C@H]([C@@H](C(=O)O)C)N1[C@@](C2=C(C=C(C=C2C1=O)C(=O)C1NCOC1)F)(OC)C1=CC=C(C=C1)Cl (2s,3s)-3-(4-chlorophenyl)-3-[(1R)-1-(4-chlorophenyl)-7-fluoro-1-methoxy-5-(oxazolidine-4-carbonyl)-3-oxo-2,3-dihydro-1H-isoindol-2-yl]-2-methylpropanoic acid